NC1=NC(=CC(=N1)CNC(OC(C)(C)C)=O)C=1C(=NN(C1)C(F)F)C tert-butyl (1-(2-amino-6-(1-(difluoromethyl)-3-methyl-1H-pyrazol-4-yl) pyrimidin-4-yl) (methyl) carbamate)